(E)-4-(6-(2-(3-methylbenzylidene)hydrazinyl)-9-(6-methylpyridin-2-yl)-9H-purin-2-yl)morpholine CC=1C=C(\C=N\NC2=C3N=CN(C3=NC(=N2)N2CCOCC2)C2=NC(=CC=C2)C)C=CC1